2-(2-((5-(1-aminoisoquinolin-7-yl)-1-cyclobutyl-1H-indazol-3-yl)methoxy)-5-fluorophenyl)acetic acid NC1=NC=CC2=CC=C(C=C12)C=1C=C2C(=NN(C2=CC1)C1CCC1)COC1=C(C=C(C=C1)F)CC(=O)O